9-(5-(Difluoromethyl)-1,3,4-thiadiazol-2-yl)-N-(1-cyanocyclopropyl)-5-(4-isobutyrylpiperazin-1-yl)-9H-benzo[d]imidazo[1,2-a]imidazole-7-sulfonamide FC(C1=NN=C(S1)N1C=2N(C3=C1C=C(C=C3N3CCN(CC3)C(C(C)C)=O)S(=O)(=O)NC3(CC3)C#N)C=CN2)F